4-([1,1'-biphenyl]-4-yl(methyl)amino)-2,5-dimethylthiophene C1(=CC=C(C=C1)N(C=1C=C(SC1C)C)C)C1=CC=CC=C1